C1=CC=CC=2SC3=CC=CC=C3N(C12)C1=CC=C(C#[N+][O-])C=C1 4-(10H-phenothiazine-10-yl)benzonitrile oxide